2-((5-bromo-2-chlorophenyl)ethynyl)aniline BrC=1C=CC(=C(C1)C#CC1=C(N)C=CC=C1)Cl